Cl.NCC(=O)N glycine amide hydrochloric acid salt